COC1=CC=C(C=C1)C(=O)C=1N=C(NC1)C1=CC=CC=C1 (4-methoxyphenyl)(2-phenyl-1H-imidazol-4-yl)methanone